O=C1NC(CCC1C1=NN(C2=C(C=CC=C12)OCC(=O)NCC1=NC(=NO1)C)C)=O 2-((3-(2,6-Dioxopiperidin-3-yl)-1-methyl-1H-indazol-7-yl)oxy)-N-((3-methyl-1,2,4-oxadiazol-5-yl)methyl)acetamide